Benzyl (2S)-2-(cyanomethyl)-4-[7-(8-methyl-1-naphthyl)-2-[[(2S)-1-methyl-5-oxo-pyrrolidin-2-yl]methoxy]-6,8-dihydro-5H-pyrido[3,4-d]pyrimidin-4-yl]piperazine-1-carboxylate C(#N)C[C@@H]1N(CCN(C1)C=1C2=C(N=C(N1)OC[C@H]1N(C(CC1)=O)C)CN(CC2)C2=CC=CC1=CC=CC(=C21)C)C(=O)OCC2=CC=CC=C2